(4-phenoxyphenyl)pyrazolo[1,5-a]quinazolin-5-amine O(C1=CC=CC=C1)C1=CC=C(C=C1)C1=NN2C(N=C(C3=CC=CC=C23)N)=C1